[(2R,3S,11bR)-9,10-dimethoxy-3-(2-methylpropyl)-1H,2H,3H,4H,6H,7H,11bH-pyrido[2,1-a]isoquinolin-2-yl]methyl 2-(1-aminocyclohexyl)acetate NC1(CCCCC1)CC(=O)OC[C@@H]1C[C@H]2N(CCC3=CC(=C(C=C23)OC)OC)C[C@H]1CC(C)C